N-[6-[4-(2-Amino-2-oxo-ethyl)-4-methyl-1-piperidyl]-2,2-dimethyl-3H-benzofuran-5-yl]pyrazolo[1,5-a]pyrimidine-3-carboxamide NC(CC1(CCN(CC1)C1=CC2=C(CC(O2)(C)C)C=C1NC(=O)C=1C=NN2C1N=CC=C2)C)=O